CC(CNC)(C)C (2,2-dimethylpropyl)(methyl)amine